C(C)(=O)NC=1C=C(C=CC1)S(=O)(=O)NC1=NC(=CC(=N1)OC=1C=C(C(=O)NC)C=CC1Cl)C1=C(C=CC=C1C)C 3-[2-[(3-acetamidophenyl)sulfonylamino]-6-(2,6-dimethylphenyl)pyrimidin-4-yl]oxy-4-chloro-N-methyl-benzamide